para-vinylbenzaldehyde C(=C)C1=CC=C(C=O)C=C1